ClC(CC1=C(N)C=CC=C1)(Cl)Cl 2-(trichloroethyl)aniline